ClC1=CC=C2C(=N1)CC(N2)=O 5-chloro-1,3-dihydropyrrolo[3,2-b]pyridin-2-one